7-chloro-5-(5-fluoro-3-pyridinyl)pyrazolo[1,5-a]Pyrimidine ClC1=CC(=NC=2N1N=CC2)C=2C=NC=C(C2)F